6-((2-aminopyrimidin-5-yl)methyl)-N-(2-((dimethylamino)methyl)-6-(trifluoromethyl)pyridin-4-yl)-4,5,6,7-tetrahydrothieno[2,3-c]pyridine-3-carboxamide NC1=NC=C(C=N1)CN1CC2=C(CC1)C(=CS2)C(=O)NC2=CC(=NC(=C2)C(F)(F)F)CN(C)C